2-(3-((2-((2-hydroxyethyl)amino)pyrimidin-4-yl)oxy)pyrrolidin-1-yl)acetamide OCCNC1=NC=CC(=N1)OC1CN(CC1)CC(=O)N